C(#C)C1=CC=C(C=C1)CN 1-(4-ethynylphenyl)methanamine